N1=CC(=CC2=CC=CC=C12)N[C@H]1CN(CC1)CC(=O)N1[C@@H](CCC1)C#N (S)-1-(2-((R)-3-(quinolin-3-ylamino)pyrrolidin-1-yl)acetyl)pyrrolidine-2-carbonitrile